FC=1C=C(CO[C@@H](C(=O)NC2(CC2)C2=CC=C(C(=O)O)C=C2)C(C)C)C=CC1F (R)-4-(1-(2-((3,4-difluorobenzyl)oxy)-3-methylbutanoylamino)cyclopropyl)benzoic acid